2-(6-{5-chloro-2-[(oxacyclohex-4-yl)amino]pyrimidin-4-yl}-1-oxo-2,3-dihydro-1H-isoindol-2-yl)-N-[(1R)-1-(2-methoxyphenyl)ethyl]acetamide ClC=1C(=NC(=NC1)NC1CCOCC1)C1=CC=C2CN(C(C2=C1)=O)CC(=O)N[C@H](C)C1=C(C=CC=C1)OC